3-(5-((4-(4'-chloro-5,5-dimethyl-3,4,5,6-tetrahydro-[1,1'-biphenyl]-2-carbonyl)piperazine-1-yl)methyl)-6-fluoro-1-oxoisoindolin-2-yl)piperidine-2,6-dione ClC1=CC=C(C=C1)C1=C(CCC(C1)(C)C)C(=O)N1CCN(CC1)CC=1C=C2CN(C(C2=CC1F)=O)C1C(NC(CC1)=O)=O